COC=1C=C(CN2N=NC=C2)C=CC1 1-(3-methoxybenzyl)-1H-1,2,3-triazole